6-(3-chloro-6-fluorobenzo[b]thiophene-2-carboxamido)-2,4,5-trimethylpyridin-3-yl (3r,5r,7r)-adamantane-1-carboxylate C12(CC3CC(CC(C1)C3)C2)C(=O)OC=2C(=NC(=C(C2C)C)NC(=O)C2=C(C3=C(S2)C=C(C=C3)F)Cl)C